ClCCOCCOCCOC1OCCCC1 2-(2-(2-(2-chloroethoxy)ethoxy)ethoxy)tetrahydro-2H-pyran